OCCNCCOC=1C=CC(=C(C(=O)NC2(CC2)C2=CC=CC3=CC=CC=C23)C1)C 5-(2-((2-Hydroxyethyl)amino)ethoxy)-2-methyl-N-(1-(naphthalen-1-yl)cyclopropyl)benzamide